3-(2-hydroxyethyl)-N-[(4R)-1-methyl-1H,4H,5H,6H-cyclopenta[d]imidazol-4-yl]-1H-pyrazole-4-carboxamide OCCC1=NNC=C1C(=O)N[C@@H]1CCC=2N(C=NC21)C